N,N-diphenyl-acrylamide C1(=CC=CC=C1)N(C(C=C)=O)C1=CC=CC=C1